FC1=CC=C(CNC(=O)NC=2C=CC3=C(C2)COC2=CN=CC=C23)C=C1 (4-fluorobenzyl)-3-(6H-isochromeno[3,4-c]pyridin-8-yl)urea